N1(CCNCC1)C1=NC2=CC=CC=C2C=C1 2-(piperazin-1-yl)quinoline